N-{[6-({[2-(oxan-2-yl)ethyl]amino}methyl)imidazo[1,2-a]pyridin-2-yl]methyl}-4-oxo-4H-pyrido[1,2-a]pyrimidine-2-carboxamide O1C(CCCC1)CCNCC=1C=CC=2N(C1)C=C(N2)CNC(=O)C=2N=C1N(C(C2)=O)C=CC=C1